[C@H]12[C@H](C[C@H](CC1)C2)N2C(C(=CC1=C2N=C(N=C1)NC=1C=C2CCNCC2=CC1)C#N)=O 8-((S,2S,4R)-bicyclo[2.2.1]heptan-2-yl)-7-oxo-2-(1,2,3,4-tetrahydroisoquinolin-6-ylamino)-7,8-dihydropyrido[2,3-d]pyrimidine-6-carbonitrile